methyl (1S,3S)-3-((6-(5-chloro-3-((((cyclobutylmethoxy)carbonyl)amino)methyl)thiophen-2-yl)-2-methylpyridin-3-yl)oxy)cyclohexane-1-carboxylate ClC1=CC(=C(S1)C1=CC=C(C(=N1)C)O[C@@H]1C[C@H](CCC1)C(=O)OC)CNC(=O)OCC1CCC1